sodium (2S,5R)-2-(N-((S)-1-acetylpyrrolidine-3-carbonyl) carbamimidoyl)-7-oxo-1,6-diazabicyclo[3.2.1]octan-6-yl sulfate S(=O)(=O)(ON1[C@@H]2CC[C@H](N(C1=O)C2)C(NC(=O)[C@@H]2CN(CC2)C(C)=O)=N)[O-].[Na+]